FC=1C=CC=2N(C1)C=C(N2)C(=O)O 6-fluoroimidazo[1,2-a]pyridine-2-carboxylic acid